4-methyl-6-(3-(2-oxoethyl)-1H-pyrrolo[2,3-b]pyridin-1-yl)pyridine-3-carbonitrile CC1=C(C=NC(=C1)N1C=C(C=2C1=NC=CC2)CC=O)C#N